FC(=CCC)F 1,1-difluoro-1-butene